BrC1=CC(=C(C=C1F)C1=NN2C(C=CC(=C2)Cl)=C1S(=O)(=O)N)C (4-bromo-5-fluoro-2-methylphenyl)-6-chloropyrazolo[1,5-a]pyridine-3-sulfonamide